OCC(C)(C)NC1=NC(=NC=C1C(=O)N)NC1CCC(CC1)O 4-(1-hydroxy-2-methylpropan-2-ylamino)-2-((1r,4r)-4-hydroxycyclohexylamino)pyrimidine-5-carboxamide